CC=1C=C(C=C(C1)C)C1=C2C=C(C(C2=C(C=C1)C1=CC(=CC(=C1)C)C)[Si](C)(C)C1C(=CC2=C(C(=C(C=C12)C(C)(C)C)OC)C1=CC(=CC(=C1)C)C)C)C [4,7-bis(3,5-dimethylphenyl)-2-methyl-1H-inden-1-yl][6-tert-butyl-4-(3,5-dimethylphenyl)-5-methoxy-2-methyl-1H-inden-1-yl]dimethylsilane